8-((R)-2,3-Dihydroxy-propoxy)-6,6-dimethyl-3-(1H-pyrazol-4-yl)-5,6-dihydro-benzo[b]carbazol-11-one O[C@@H](COC=1C=CC2=C(C(C=3NC4=CC(=CC=C4C3C2=O)C=2C=NNC2)(C)C)C1)CO